N=1C=NC2=NC=C(CC21)C(=O)N imidazo[4,5-b]pyridine-6-carboxamide